FC(F)SC=1C(=NN2C(=NC=CC21)SC)I 3-[(difluoromethyl)sulfanyl]-2-iodo-7-(methylsulfanyl)pyrazolo[1,5-c]pyrimidine